Cl.COCC1(C(CNC1)O)C(F)(F)F 4-(methoxymethyl)-4-(trifluoromethyl)pyrrolidine-3-ol hydrochloride